BrCCOC=1C=C2CC(N(C2=CC1)C)=O 5-(2-bromoethoxy)-1-methyl-2,3-dihydro-1H-indol-2-one